(3-(2-(((5S,7R)-2-azaspiro[4.4]non-7-yl)amino)-5-(Trifluoromethyl)pyrimidin-4-yl)-1H-indol-7-yl)dimethylphosphine oxide C1NCC[C@@]12C[C@@H](CC2)NC2=NC=C(C(=N2)C2=CNC1=C(C=CC=C21)P(C)(C)=O)C(F)(F)F